5-chloro-N-((1r,4r)-4-((3-(6-methoxypyridin-3-yl)-4-methyl-2-oxo-2,3-dihydro-1H-benzo[d]imidazol-1-yl)methyl)cyclohexyl)-2-methylnicotinamide ClC=1C=NC(=C(C(=O)NC2CCC(CC2)CN2C(N(C3=C2C=CC=C3C)C=3C=NC(=CC3)OC)=O)C1)C